NC=1C=C(C(=O)OCC)C=C(C1)NC(=O)C=1SC(=CC1S(N(C)C1=CC(=C(C=C1)OCC)OCC)(=O)=O)Cl Ethyl 3-amino-5-(5-chloro-3-(N-(3,4-diethoxyphenyl)-N-methylsulfamoyl)thiophene-2-carboxamido)benzoate